ClC=1C=NC(=C(C(=O)NC2CCC(CC2)CN2C(N(C=3C=NC=CC32)C3=C(C=CC(=C3)F)Cl)=O)C1)C(F)F 5-chloro-N-((1r,4r)-4-((3-(2-chloro-5-fluorophenyl)-2-oxo-2,3-dihydro-1H-imidazo[4,5-c]pyridin-1-yl)methyl)cyclohexyl)-2-(difluoromethyl)nicotinamide